OC(=O)C(F)(F)F.F[C@H]1CNCC[C@@H]1N1C([C@@H](CC1)O)=O (R)-1-((3S,4S)-3-fluoropiperidin-4-yl)-3-hydroxypyrrolidin-2-one-TFA Salt